3-hydroxy-4'-dimethylaminoflavone OC1=C(OC2=CC=CC=C2C1=O)C1=CC=C(C=C1)N(C)C